[4-(6-fluoro-1,3-benzoxazol-2-yl)phenyl]tetrahydrofuran-3-carboxamide FC1=CC2=C(N=C(O2)C2=CC=C(C=C2)C2OCCC2C(=O)N)C=C1